CC1=CC=[N+](C=C1)[O-] 4-methylpyridin 1-oxide